C1(CCCCC1)[C@@H](C(=O)NC1=CC=C(C=C1)C=1C(=NNC1C)N(C)C)NC(=O)C=1N(N=CC1)C N-[(1S)-1-cyclohexyl-2-[4-[3-(dimethylamino)-5-methyl-1H-pyrazol-4-yl]anilino]-2-oxo-ethyl]-2-methyl-pyrazole-3-carboxamide